bis(3-methylphenyl)-1,1-biphenyl-4,4'-diamine CC=1C=C(C=CC1)C=1C(=C(C=CC1N)C1=CC=C(C=C1)N)C1=CC(=CC=C1)C